4-(but-3-en-1-yloxy)-6-methoxy-N-(7-(trifluoromethyl)spiro[chromeno[4,3-d]thiazole-4,1'-cyclohexan]-2-yl)pyrimidine-5-carboxamide C(CC=C)OC1=NC=NC(=C1C(=O)NC=1SC2=C(N1)C=1C=CC(=CC1OC21CCCCC1)C(F)(F)F)OC